5-((2,4-dimethoxybenzyl)amino)-9-fluoro-7-methoxy[1,2,4]triazolo[1,5-c]quinazoline-2-carbaldehyde COC1=C(CNC2=NC=3C(=CC(=CC3C=3N2N=C(N3)C=O)F)OC)C=CC(=C1)OC